1-(2,3-dimethyl-phenyl)-ethanol CC1=C(C=CC=C1C)C(C)O